alpha-heptylstyrene C(CCCCCC)C(=C)C1=CC=CC=C1